calcium borate oxygen salt [O+2].B([O-])([O-])[O-].[Ca+2]